6-(cyclopentyl(methyl)amino)-4-(hydroxymethyl)-2,3-dihydro-1H-pyrrolo[3,4-c]pyridin-1-one C1(CCCC1)N(C1=CC2=C(C(=N1)CO)CNC2=O)C